FC=1C(=C(C=CC1)[C@@]1(C[C@H](CC1)C=1C=C2C=CN(C2=CC1)S(=O)(=O)C1=CC=C(C)C=C1)C(=O)O)C cis-1-(3-fluoro-2-methylphenyl)-3-(1-tosyl-1H-indol-5-yl)cyclopentane-1-carboxylic acid